OCCC1CCC(CC1)O 4-(2-hydroxyethyl)cyclohexan-1-ol